C1(CCCC1)C(C(=O)OCCC(CCC=C(C)C)C)=O 3,7-dimethyl-6-octenyl 2-cyclopentyl-2-oxoacetate